FC1=C(C=C(C=C1)OC=1C(=C2C=CNC2=CC1F)CS(=O)(=O)C)C=1OC=C(N1)C1(COC2=C1C=CC=C2CC(=O)OCC)C ethyl 2-(3-(2-(2-fluoro-5-((6-fluoro-4-((methylsulfonyl)methyl)-1H-indol-5-yl)oxy)phenyl)oxazol-4-yl)-3-methyl-2,3-dihydrobenzofuran-7-yl)acetate